2-[(7-cyano-2-formyl-2,3-dihydro-1H-inden-5-yl)oxy]-N-methylacetamide C(#N)C=1C=C(C=C2CC(CC12)C=O)OCC(=O)NC